CC(C(=O)OCOP(=O)(C\C=C\N(C(C1=CC=CC=C1)=O)O)OCOC(C(C)(C)C)=O)(C)C (E)-(((3-(N-hydroxybenzamido)allyl)phosphoryl)bis(oxy))bis(methylene) bis(2,2-dimethylpropanoate)